n-heptylammonium iodide [I-].C(CCCCCC)[NH3+]